N-[2-acetyl-3,5-difluoro-4-(1-methylpyrazol-4-yl)phenyl]-2-chloro-5-cyanobenzamide C(C)(=O)C1=C(C=C(C(=C1F)C=1C=NN(C1)C)F)NC(C1=C(C=CC(=C1)C#N)Cl)=O